COC1=C(C=CC=C1C1=NN(C=C1)C)NC1=C2C(=NC(=C1)NC=1N=NC(=CC1)C)NN(C2=O)C 4-((2-methoxy-3-(1-methyl-1H-pyrazol-3-yl)phenyl)amino)-2-methyl-6-((6-methylpyridazin-3-yl)amino)-1,2-dihydro-3H-pyrazolo[3,4-b]pyridin-3-one